C(C)(C)(C)OC(=O)N1CCC(CC1)COC(C1N(CCCC1)C(=O)[O-])OC1=CC=C(C=C1)CCCO 2-[(1-tert-butoxycarbonyl-4-piperidyl)methoxyl-4-(3-hydroxypropyl)phenoxylmethyl]piperidine-1-carboxylate